COC=1C=CC=2[C@@H]3OC4=CC(=CC=C4[C@@H]3COC2C1)OC 3,9-Dimethoxypterocarpan